BrC=1C=C(C=CC1F)N1C(=NOC1=O)C=1C(=NON1)NCCNC(=NO)C1=NON=C1O N-(2-((4-(4-(3-bromo-4-fluorophenyl)-5-oxo-4,5-dihydro-1,2,4-oxadiazol-3-yl)-1,2,5-oxadiazol-3-yl)amino)ethyl)-N',4-dihydroxy-1,2,5-oxadiazol-3-formamidine